5-((5-Chloropyrimidin-2-yl)amino)-6-(4-methoxyphenyl)-2,3-diphenylpyrazolo[1,5-a]pyrimidin-7(4H)-one ClC=1C=NC(=NC1)NC=1NC=2N(C(C1C1=CC=C(C=C1)OC)=O)N=C(C2C2=CC=CC=C2)C2=CC=CC=C2